OCC1=CC(=NC=C1)N1C(NC(CC1)=O)=O 1-(4-(Hydroxymethyl)pyridin-2-yl)dihydropyrimidine-2,4(1H,3H)-dione